2-METHOXYCINNAMALDEHYDE COC1=C(C=CC=O)C=CC=C1